R-2-methylsulfonyl-1-(4-fluorophenyl)ethanol CS(=O)(=O)C[C@H](O)C1=CC=C(C=C1)F